(R)-N-(6-(4-(2-amino-2-oxoethyl)piperazin-1-yl)-2-(hydroxymethyl)-2-methyl-2,3-dihydrofuro[2,3-b]pyridin-5-yl)-6-methylpyrazolo[1,5-a]pyrimidine-3-carboxamide NC(CN1CCN(CC1)C1=C(C=C2C(=N1)O[C@@](C2)(C)CO)NC(=O)C=2C=NN1C2N=CC(=C1)C)=O